ethyl 5-[(2S,6R)-2,6-dimethylmorpholin-4-yl]pyrazolo[1,5-a]pyrimidine-3-carboxylate C[C@H]1CN(C[C@H](O1)C)C1=NC=2N(C=C1)N=CC2C(=O)OCC